C(O[C@H]1C[C@H](CC1)C1=NN(C(=C1)NC1=CC(=NC(=C1)F)OCCC[C@H](C)N)C(C)(C)C)(OC1=CC=C(C=C1)[N+](=O)[O-])=O (1R,3S)-3-(5-((2-(((S)-4-aminopentyl)oxy)-6-fluoropyridin-4-yl)amino)-1-(tert-butyl)-1H-pyrazol-3-yl)cyclopentyl (4-nitrophenyl) carbonate